4-acetamido-4-hydroxy-2-butenoic acid C(C)(=O)NC(C=CC(=O)O)O